OC1CCC(CC1)C1=CC=C2C=C(N=CC2=C1)CN1C[C@H]([C@@H](C1)COC)OC=1C=C2CN(C(C2=CC1)=O)[C@@H]1C(NC(CC1)=O)=O |o1:37| rel-(S)-3-(5-(((3S,4S)-1-((7-(4-hydroxycyclohexyl)isoquinolin-3-yl)methyl)-4-(methoxymethyl)pyrrolidin-3-yl)oxy)-1-oxoisoindolin-2-yl)piperidine-2,6-dione